3-bromo-6-methyl-thieno[2,3-c]pyridin-7-one BrC1=CSC=2C(N(C=CC21)C)=O